BrC1=NC=CC=C1C(CCC=C)N 1-(2-bromopyridin-3-yl)pent-4-en-1-amine